CC(C=O)=CC=1OC=CC1 2-METHYL-3-(2-FURYL)ACROLEIN